C(C1=CC=CC=C1)OC([C@@H](CC(=O)O\N=C(\C1=CC=C(C=C1)OC1=NC=C(C=C1F)Cl)/N)NC(=O)OC(C)(C)C)=O.C[NH2+]C Dimethyl-ammonium benzyl-(R,Z)-4-(((amino(4-((5-chloro-3-fluoropyridin-2-yl)oxy)phenyl)-methylene)-amino)oxy)-2-((tert-butoxycarbonyl)amino)-4-oxobutanoate